1-cyclopropyl-6-fluoro-3-({[(3s,5S)-5-fluoro-1-(6-methylpyridin-3-yl)piperidin-3-yl][(2-methylpyridin-4-yl)methyl]amino}methyl)-7-(2-hydroxyethoxy)-1,4-dihydroquinolin-4-one C1(CC1)N1C=C(C(C2=CC(=C(C=C12)OCCO)F)=O)CN(CC1=CC(=NC=C1)C)[C@@H]1CN(C[C@H](C1)F)C=1C=NC(=CC1)C